racemic-6,8-difluoro-2-(((2R,7aS)-2-fluorotetrahydro-1H-pyrrolizin-7a(5H)-yl)methoxy)-7-(6-methyl-5-(trifluoromethyl)-1H-indazol-4-yl)quinazolin-4-ol FC=1C=C2C(=NC(=NC2=C(C1C1=C2C=NNC2=CC(=C1C(F)(F)F)C)F)OC[C@]12CCCN2C[C@@H](C1)F)O |r|